NCCOCCOCCNC1=C2C(N(C(C2=CC=C1)=O)C1C(NC(CC1)=O)=O)=O 4-([2-[2-(2-aminoethoxy)ethoxy]ethyl]amino)-2-(2,6-dioxopiperidin-3-yl)isoindole-1,3-dione